5-(4-methylpiperazin-1-yl)-3-(3-(pyridin-3-yl)pyrazolo[1,5-a]pyridin-5-yl)-1H-pyrrolo[2,3-b]pyridine CN1CCN(CC1)C=1C=C2C(=NC1)NC=C2C2=CC=1N(C=C2)N=CC1C=1C=NC=CC1